BrC1=C(C=C(C=C1)F)C(=O)N1CC(C1)F (2-bromo-5-fluorophenyl)-(3-fluoroazetidin-1-yl)methanone